2-ethoxy-N-(3-(N-methyl-N-phenylsulfamoyl)phenyl)nicotinamide C(C)OC1=C(C(=O)NC2=CC(=CC=C2)S(N(C2=CC=CC=C2)C)(=O)=O)C=CC=N1